OC1=CN(CC1)C1=CC=CC(=N1)CN1N=NC(=C1)C1=C2C(=NC(=C1)C=1C(=C(C#N)C=CC1)C)NC=N2 (S)-3-(7-(1-((6-(3-Hydroxypyrrolin-1-yl)pyridin-2-yl)methyl)-1H-1,2,3-triazol-4-yl)-3H-imidazo[4,5-b]pyridin-5-yl)-2-methylbenzonitrile